ClC=1C=C(C=CC1)C1(COC1)CNC(=O)[C@@H]1[C@H](C1)C1=CC=CC=C1 (1S,2S)-N-{[3-(3-chlorophenyl)oxetan-3-yl]methyl}-2-phenylcyclopropane-1-carboxamide